(5r,7ar)-5-(methoxymethyl)-2-methylenetetrahydro-1H-pyrrolizin COC[C@@H]1N2CC(C[C@H]2CC1)=C